6-((2-(2,6-dioxopiperidin-3-yl)-1,3-dioxoisoindolin-4-yl)amino)hexanal zinc-boron [B].[Zn].O=C1NC(CCC1N1C(C2=CC=CC(=C2C1=O)NCCCCCC=O)=O)=O